trans-5-chloro-4-(cyclopentylmethoxy)-2-fluoro-N-((4-methoxycyclohexyl)sulfonyl)benzamide ClC=1C(=CC(=C(C(=O)NS(=O)(=O)[C@@H]2CC[C@H](CC2)OC)C1)F)OCC1CCCC1